BrC1=CC=C2C(=NC(=NC2=C1)Cl)Cl 7-Bromo-2,4-dichloroquinazoline